5-(4,4-difluoropiperidin-1-yl)-7-(1-ethoxyvinyl)-2,9-dimethylimidazo[1,2-c]quinazoline FC1(CCN(CC1)C1=NC=2C(=CC(=CC2C=2N1C=C(N2)C)C)C(=C)OCC)F